N1(CCNCC1)C(\C=C\CNC1(CC1)COC1=NC=C(C=C1)\C(=C(\CC(F)(F)F)/C1=CC=CC=C1)\C=1C=C2C(=NNC2=CC1)F)=O (E)-1-(Piperazin-1-yl)-4-((1-(((5-((Z)-4,4,4-trifluoro-1-(3-fluoro-1H-indazol-5-yl)-2-phenylbut-1-en-1-yl)pyridin-2-yl)oxy)methyl)cyclopropyl)amino)but-2-en-1-one